NC(COC=1C=CC(=NC1C(F)F)C1=CC=NC=C1)(CC(C)C)CF 5-((2-amino-2-(fluoromethyl)-4-methylpentyl)oxy)-6-(difluoromethyl)-[2,4'-bipyridin]